C1(=CC=CC=C1)N(C1=CC=C(C=C1)N(C1=CC=CC=C1)C=1C(=C(C=CC1)N(C1=CC=C(C=C1)N(C1=CC=CC=C1)C1=CC=CC=C1)C1=CC=CC=C1)N(C1=CC=C(C=C1)N(C1=CC=CC=C1)C1=CC=CC=C1)C1=CC=CC=C1)C1=CC=CC=C1 tris[N-(4-diphenylaminophenyl)-N-phenylamino]benzene